FC1(CCC(CC1)[C@@H](C=1N=C2N(N=C(C=N2)C[C@@H]2C(NC[C@H](C2)C(F)(F)F)=O)C1)NC(OCC1=CC=CC=C1)=O)F benzyl ((1S)-(4,4-difluorocyclohexyl)(2-(((3R,5S)-2-oxo-5-(trifluoromethyl)piperidin-3-yl)methyl)imidazo[1,2-b][1,2,4]triazin-6-yl)methyl)carbamate